O1CCC(CC1)N1C(=NC2=C1C=CC(=C2)C(=O)O)NC2=NC1=C(N2)C=CC(=C1)OC(F)(F)F 1-(tetrahydro-2H-pyran-4-yl)-2-((5-(trifluoromethoxy)-1H-benzo[d]imidazol-2-yl)amino)-1H-benzo[d]imidazole-5-carboxylic acid